C(C)(C)(C)OC(N(CC1CCNCC1)C)=O N-methyl-N-(4-piperidinylmethyl)carbamic acid tert-butyl ester